methylenebisstearyl-amide C=CCCCCCCCCCCCCCCCCC[N-]CCCCCCCCCCCCCCCCCC